ClC1=CC2=C(C=N1)CCOC2 (1R)-7-chloro-3,4-dihydro-1H-pyrano[4,3-c]pyridin